OC(CC(C)C)[C@H]1N(C(OC1)(C)C)C(=O)OC(C)(C)C tert-butyl (4S)-4-(1-hydroxy-3-methyl-butyl)-2,2-dimethyl-oxazolidine-3-carboxylate